C(C)(C)(C)C=1C=C(C=C(C1O)C(C)(C)C)CCC(=O)OCC(COC(CCC1=CC(=C(C(=C1)C(C)(C)C)O)C(C)(C)C)=O)(COC(CCC1=CC(=C(C(=C1)C(C)(C)C)O)C(C)(C)C)=O)COC(CCC1=CC(=C(C(=C1)C(C)(C)C)O)C(C)(C)C)=O pentaerythritol tetrakis[beta-(3,5-di-tert-butyl-4-hydroxy-phenyl) propionate]